The molecule is an alicyclic hydrocarbon comprising a ring of six carbon atoms; the cyclic form of hexane, used as a raw material in the manufacture of nylon. It has a role as a non-polar solvent. It is a cycloalkane and a volatile organic compound. C1CCCCC1